NC1=CC=2C(C3=CC=C(C=C3NC2C=C1)[N+](=O)[O-])=O 2-amino-6-nitroacridin-9-one